CC=1C=CC=C2C=CN=C(C12)N(C(=O)N1CCC(CC1)C1=CC(=NO1)C(=O)N)[C@H]1CNCCC1 (R)-5-(1-((8-methylisoquinolin-1-yl)(piperidin-3-yl)carbamoyl)piperidin-4-yl)isoxazole-3-carboxamide